CN(C1CCC(CC1)NC1=NC=2N(C(C(=NC2C=N1)C1=CC(=C(C=C1)NS(=O)(=O)CC1CC12CC2)F)=O)C(C)C)C N-[4-[2-[[4-(Dimethylamino)cyclohexyl]amino]-8-isopropyl-7-oxo-pteridin-6-yl]-2-fluoro-phenyl]-1-spiro[2.2]pentan-2-yl-methanesulfonamide